7-methyl-6-phenyl-indolo[1,2-a]quinoxaline CC=1C2=CC=CC=C2N2C1C(=NC=1C=CC=CC21)C2=CC=CC=C2